NC=1C(=NC=2C=C3C(=CC2C1)OC(=N3)C)C(=O)OCC ethyl 7-amino-2-methyl-oxazolo[5,4-g]quinoline-6-carboxylate